2,5,8,11,14,17-hexaoxaicosan-20-oic acid COCCOCCOCCOCCOCCOCCC(=O)O